FC=1C(=C2C(=CC(=CC2=CC1)N)B1OC(C(O1)(C)C)(C)C)C#C[Si](C(C)C)(C(C)C)C(C)C 6-fluoro-4-(4,4,5,5-tetramethyl-1,3,2-dioxaborolane-2-yl)-5-((triisopropylsilyl)ethynyl)naphthalene-2-amine